7-FLUORO-5-HYDROXYINDOLE-3-CARBOXALDEHYDE FC=1C=C(C=C2C(=CNC12)C=O)O